(R)-alpha-phenylethanol C1(=CC=CC=C1)[C@@H](C)O